3-methyl-N-(4-methyl-1-azabicyclo[3.2.2]non-4-yl)-4-(4-phenylpyrimidin-2-yl)piperazine-1-carboxamide CC1CN(CCN1C1=NC=CC(=N1)C1=CC=CC=C1)C(=O)NC1(CCN2CCC1CC2)C